COC=1C=C(C(=O)NCCC(=O)NC=2SC(=C(N2)C)C(=O)OCC)C=C(C1)C(=O)OC Ethyl 2-[3-[(3-methoxy-5-methoxycarbonyl-benzoyl)amino]propanoylamino]-4-methyl-thiazole-5-carboxylate